4-methoxy-2-methylbenzenesulfonyl chloride COC1=CC(=C(C=C1)S(=O)(=O)Cl)C